N1(CCC1)CC1(CC1)NC(C(CC)C1=CC=CC=C1)=O N-(1-(azetidin-1-ylmethyl)cyclopropyl)-2-phenylbutanamide